Benzyl ((1R,3s,5S)-8-azabicyclo[3.2.1]octan-3-yl)(methyl)carbamate [C@H]12CC(C[C@H](CC1)N2)N(C(OCC2=CC=CC=C2)=O)C